(S)-(4-fluoro-4,4-bis(phenylsulfonyl)-1-(m-tolyl)-2-butyl)carbamic acid tert-butyl ester C(C)(C)(C)OC(N[C@@H](CC=1C=C(C=CC1)C)CC(S(=O)(=O)C1=CC=CC=C1)(S(=O)(=O)C1=CC=CC=C1)F)=O